N1=CN=CC(=C1)N1CC2=C(CC1)C(=CS2)C(=O)OCC ethyl 6-(pyrimidin-5-yl)-4,5,6,7-tetrahydrothieno[2,3-c]pyridine-3-carboxylate